2,2'-Ethylidenbis(6-tert-butyl-4-isobutylphenol) C(C)(C1=C(C(=CC(=C1)CC(C)C)C(C)(C)C)O)C1=C(C(=CC(=C1)CC(C)C)C(C)(C)C)O